CNS(=O)(=O)C1=CC=C(C=CC2=C(N=NN2)C(=O)O)C=C1 5-(4-(N-methylsulfamoyl)styryl)-1H-1,2,3-triazole-4-carboxylic acid